BrC=1C=C(C=CC1)SC=1N=NC(=C(C1C(=O)O)CC)CC 3-[(3-Bromophenyl)thio]-5,6-diethylpyridazine-4-carboxylic acid